C(C)(=O)N([C@@H]1CN(CC1)C(CNC(\C=C\C1=CC=C(C=C1)C(F)(F)F)=O)=O)C (E)-N-[2-[(3S)-3-[acetyl(methyl)amino]pyrrolidin-1-yl]-2-oxoethyl]-3-[4-(trifluoromethyl)phenyl]prop-2-enamide